ClC1=CC(=C(C=C1)N1C(CCC1=O)CCN(C(OC(C)(C)C)=O)C)C1=NC(=CC=C1)Cl tert-butyl N-[2-[1-[4-chloro-2-(6-chloro-2-pyridyl)phenyl]-5-oxo-pyrrolidin-2-yl]ethyl]-N-methyl-carbamate